N[C@@H]1C=2N=COC2CC12CCN(CC2)C=2N=CC(=NC2)SC2=C(C(=NC=C2)N2CC(C2)C(C)(C)O)Cl (S)-2-(1-(4-(5-(4-amino-4,6-dihydrospiro[cyclopenta[d]oxazole-5,4'-piperidine]-1'-yl)pyrazin-2-ylsulfanyl)-3-chloropyridin-2-yl)azetidin-3-yl)propan-2-ol